ClC=1C2=C(N=C(N1)SC)NC(C(=C2)C2=CC=C(C=C2)OC2=CC=CC=C2)=O 4-chloro-2-(methylthio)-6-(4-phenoxyphenyl)pyrido[2,3-d]pyrimidin-7(8H)-one